FC(OC1=NC=C(C(=O)NCC2=C3C=NNC3=CC=C2)C=C1F)F 6-(difluoromethoxy)-5-fluoro-N-(1H-indazol-4-ylmethyl)nicotinamide